FC=1C=C(C=CC1C(NOC)=O)B(O)O 3-FLUORO-4-(METHOXYCARBAMOYL)BENZENEBORONIC ACID